(1R,3R)-3-((6-(4-((((R)-1-(2-chlorophenyl)ethoxy)carbonyl)amino)-3-methylisoxazol-5-yl)-2-methylpyridin-3-yl)-carbamoyl)-2,2-difluorocyclopropane-1-carboxylic acid ClC1=C(C=CC=C1)[C@@H](C)OC(=O)NC=1C(=NOC1C1=CC=C(C(=N1)C)NC(=O)[C@@H]1C([C@H]1C(=O)O)(F)F)C